TETRABROMO-BENZIMiDAZOLE BrC=1C(=C(C2=C(N=C(N2)Br)C1)Br)Br